FC1(CCN2C1=NC(=C2)C=2C=CC(=NC2C)N[C@@H]2CN(CC21CC1)C([C@H](C)C1=CC(=NC=C1F)OC)=O)F (R)-1-((S)-7-((5-(7,7-difluoro-6,7-dihydro-5H-pyrrolo[1,2-a]imidazol-2-yl)-6-methylpyridin-2-yl)amino)-5-azaspiro[2.4]hept-5-yl)-2-(5-fluoro-2-methoxypyridin-4-yl)propan-1-one